Cl.FC(C1=CC=C(C=N1)C=1C=C2C=CC(=NC2=CC1)N1CCC(CC1)C(=O)O)(F)F (6-(6-(Trifluoromethyl)pyridin-3-yl)quinolin-2-yl)piperidine-4-carboxylic acid hydrochloride